N,N-diethyl-pyrrolidinium C(C)[N+]1(CCCC1)CC